O1C2(C=CC=C1)N=C1C(=N2)C=CC=C1 2,1,3-benzothiadiazole-spiropyran